S1OC(CCCCCC(=O)O1)=O pimelic acid thioester